ONCC=CCC1=CC=C(C=C1)\C\1=N/[C@H](C=2N(C3=C1C(=C(S3)C)C)C(=NN2)C)CC(=O)OC(C)(C)C tert-butyl (S,E)-2-(4-(4-(4-(hydroxyamino)but-2-en-1-yl)phenyl)-2,3,9-trimethyl-6H-thieno[3,2-f][1,2,4]triazolo[4,3-a][1,4]diazepin-6-yl)acetate